(3-Chloro-5-((4-cyclopropyl-2-fluorophenyl)-amino)-pyridin-4-yl)dimethyl-phosphine oxide ClC=1C=NC=C(C1P(C)(C)=O)NC1=C(C=C(C=C1)C1CC1)F